C(#C)[C@@H]1N(CCO[C@H]1C)C(=O)OC(C)(C)C tert-butyl (2S,3S)-3-ethynyl-2-methylmorpholine-4-carboxylate